methyl 6-chloro-2-[(2,4-dimethoxyphenyl)methyl]-1-oxo-3,4-dihydroisoquinoline-4-carboxylate ClC=1C=C2C(CN(C(C2=CC1)=O)CC1=C(C=C(C=C1)OC)OC)C(=O)OC